2-[4-cyclopropyl-6-(difluoromethoxy)pyrimidin-5-yl]-5H-pyrrolo[3,2-d]pyrimidine C1(CC1)C1=NC=NC(=C1C=1N=CC2=C(N1)C=CN2)OC(F)F